C1(CC1)CS(=O)(=O)C1=CC=C(C=C1)[C@H](CO)NC(C1=CC=C(C=C1)N1[C@@H](C[C@@H](C1)OC1=CC=C(C=C1)C(F)(F)F)COC(F)F)=O N-((R)-1-(4-((cyclopropylmethyl)sulfonyl)phenyl)-2-hydroxyethyl)-4-((2S,4S)-2-((difluoromethoxy)methyl)-4-(4-(trifluoromethyl)phenoxy)pyrrolidin-1-yl)benzamide